The molecule is a member of the class of thiadiazolidines that is 1,2,4-thiadiazolidine-3,5-dione which is substituted by a methyl group at position 2 and by a benzyl group at position 4. It is a non-ATP competitive inhibitor of glycogen synthase kinase 3beta (GSK3beta). An experimental compound which was being developed for the potential treatment of Alzheimer's disease. It has a role as an EC 2.7.11.26 (tau-protein kinase) inhibitor, an apoptosis inducer, an antineoplastic agent, a neuroprotective agent and an anti-inflammatory agent. It is a thiadiazolidine and a member of benzenes. CN1C(=O)N(C(=O)S1)CC2=CC=CC=C2